OC=1C=C(C=CC1)C#CC=1C=C(C(=O)N2CCN(CC2)C2=CC=C(N=N2)C(=O)NS(=O)(=O)CCC(F)(F)F)C=C(C1)C(F)(F)F 6-[4-[3-[2-(3-Hydroxyphenyl)ethynyl]-5-(trifluoromethyl)benzoyl]piperazin-1-yl]-N-(3,3,3-trifluoropropylsulfonyl)pyridazine-3-carboxamide